1-[4-(cyclopentoxy)phenyl]-N-[3-(1,1-difluoroethyl)phenyl]-3-methyl-5-oxo-4H-pyrazole-4-carboxamide C1(CCCC1)OC1=CC=C(C=C1)N1N=C(C(C1=O)C(=O)NC1=CC(=CC=C1)C(C)(F)F)C